CN(C)CCCNC(NCCCN(C)C)=O di-(dimethylaminopropyl)-urea